C(C=C)(=O)N1C[C@@H](N(CC1)C=1C2=C(N(C(N1)=O)C=1C(=NC=CC1C)C(C)C)N=C(C(=C2)Cl)C2=C(C(=CC=1C=COC12)O)F)C 4-((S)-4-acryloyl-2-methylpiperazin-1-yl)-6-chloro-7-(6-fluoro-5-hydroxybenzofuran-7-yl)-1-(2-isopropyl-4-methylpyridin-3-yl)pyrido[2,3-d]pyrimidin-2(1H)-one